CC(=CC(=O)N[C@@H](CC1=CNC2=CC=CC=C12)C(=O)O)CCC=C(C)C (3,7-dimethyl-2,6-octadienoyl)tryptophan